4-[(4-aminophenyl)methyl]piperazine-1-carboxylate NC1=CC=C(C=C1)CN1CCN(CC1)C(=O)[O-]